tetraethyl-ammonium tetrafluoroborate F[B-](F)(F)F.C(C)[N+](CC)(CC)CC